OCC(C(=O)O)(C)CO 2,2-di(hydroxymethyl)propanoic acid